F[B-](F)(F)F.C[N+](=C(O)N(C)C)C N,N,N',N'-tetramethyl-uronium tetrafluoroborate